((R)-(1-aminoethyl)-5-chloro-2-ethoxy-6-methylphenyl)pyrrolidin-2-one N[C@H](C)C=1C(=C(C(=C(C1)Cl)C)N1C(CCC1)=O)OCC